ethyl 6-[2-[[3-(5-methyl-1,2,4-oxadiazol-3-yl) benzoyl] amino] ethyl]-5,7-dihydro-4H-thieno[2,3-c]pyridine-2-carboxylate CC1=NC(=NO1)C=1C=C(C(=O)NCCN2CC3=C(CC2)C=C(S3)C(=O)OCC)C=CC1